C(C)(C)C1=CC(=NC=C1)C=1C=C(C=CC1NC1=NC=C(C=C1)C(F)(F)F)S(=O)(=O)NC 3-(4-Isopropyl-2-pyridyl)-N-methyl-4-[[5-(trifluoromethyl)-2-pyridyl]amino]benzenesulfonamide